(S)-2-((1-(5-(3,5-dimethylphenyl)-1,3,4-oxadiazol-2-yl)ethyl)carbamoyl)-4-methoxypyridin-3-yl butyrate C(CCC)(=O)OC=1C(=NC=CC1OC)C(N[C@@H](C)C=1OC(=NN1)C1=CC(=CC(=C1)C)C)=O